2-((S)-4-(7-(8-chloro-7-fluoronaphthalen-1-yl)-2-(((S)-1-ethylpyrrolidin-2-yl)methoxy)-5,6,7,8-tetrahydropyrido[3,4-d]pyrimidin-4-yl)-1-(2-fluoroacryloyl)piperazin-2-yl)acetonitrile ClC=1C(=CC=C2C=CC=C(C12)N1CC=2N=C(N=C(C2CC1)N1C[C@@H](N(CC1)C(C(=C)F)=O)CC#N)OC[C@H]1N(CCC1)CC)F